(3S*,3aS*,6R*,7R*,7aS*)-N-(2-thienyl)methyl-1,7-diisobutyl-1,2,3,6,7,7a-hexahydro-3aH-3,6-methanopyrrolo[3,2-b]pyridine-3a-carboxamide S1C(=CC=C1)CNC(=O)[C@@]12N=C[C@H]3[C@H]([C@@H]1N(C[C@@H]2C3)CC(C)C)CC(C)C |o1:9,12,13,14,17|